1-(4-(difluoromethoxy)phenyl)cyclopropane-1-carbonitrile FC(OC1=CC=C(C=C1)C1(CC1)C#N)F